C(C)(C)(C)C1=C(C(=CC(=C1)O)C(C)(C)C)C1=C(C=C(C=C1C(C)(C)C)O)C(C)(C)C 2,2',6,6'-tetra-tert-butyl-[1,1'-biphenyl]-4,4'-diol